6-[(6-chloro-2-pyridyl)oxymethyl]-2-[(E)-2-ethoxyvinyl]pyridine-3-carbonitrile ClC1=CC=CC(=N1)OCC1=CC=C(C(=N1)\C=C\OCC)C#N